CC1=CC(OC2=CC(=C(C=C12)NC1=NC=C2N(C(N(C2=N1)C1CCOCC1)=O)C)C)=O 2-((4,7-dimethyl-2-oxo-2H-chromen-6-yl)amino)-7-methyl-9-(tetrahydro-2H-pyran-4-yl)-7,9-dihydro-8H-purin-8-one